Cl.COC1=C(CNC2=NC3=NC=C(C=C3C3=C2CCC3)C(=O)O)C=CC(=C1)OC 6-((2,4-dimethoxybenzyl)amino)-8,9-dihydro-7H-cyclopenta[c][1,8]naphthyridine-2-carboxylic acid hydrochloride